tert-butyl 5-(4-(methoxycarbonyl) phenyl)-7-methylindoline-1-carboxylate COC(=O)C1=CC=C(C=C1)C=1C=C2CCN(C2=C(C1)C)C(=O)OC(C)(C)C